8-(6-tert-butyl-5-fluoropyridin-3-yl)-3-(morpholine-4-carbonyl)-6-oxo-2H,3H,4H,6H-pyrimido[2,1-b][1,3]thiazine-7-carbonitrile C(C)(C)(C)C1=C(C=C(C=N1)C=1N=C2SCC(CN2C(C1C#N)=O)C(=O)N1CCOCC1)F